Cl.[C@H]12CC(C[C@H](CC1)N2)N2N=CC(=C2)NC2=NC=C(C(=N2)C2=CC=C(C(=O)OC)C=C2)C Methyl 4-(2-((1-((1R,3r,5S)-8-azabicyclo[3.2.1]octan-3-yl)-1H-pyrazol-4-yl)amino)-5-methylpyrimidin-4-yl)benzoate Hydrochloride